Br/C(/C(=O)O)=C\C(=O)O bromofumaric acid